O=C(C(=O)N)N1[C@H](CC[C@@H](C1)C)C1=CC=C(C=C1)F 2-Oxo-2-[(2R,5S)-2-(4-fluorophenyl)-5-methyl-1-piperidyl]acetamide